[C@H]12CN(C[C@H](CC1)N2)C=2C1=C(N=C(N2)OC[C@H]2N(C[C@H](C2)F)C)C(=C(N=C1C#CC)C1=CC(=CC2=CC=C(C(=C12)C#C)F)O)F 4-(4-((1R,5S)-3,8-diazabicyclo[3.2.1]oct-3-yl)-2-(((2S,4S)-1-methyl-4-fluoropyrrolidin-2-yl)methoxy)-8-fluoro-5-(propynyl)pyrido[4,3-d]pyrimidin-7-yl)-5-ethynyl-6-fluoronaphthalen-2-ol